bis(1-N-octyl-2-methylindol-3-yl)phenylphthalide C(CCCCCCC)N1C(=C(C2=CC=CC=C12)C1=C2C(OC(=O)C2=CC=C1)(C1=CC=CC=C1)C1=C(N(C2=CC=CC=C12)CCCCCCCC)C)C